C(CCCCCCCCC)(=O)O.O(C(=O)CCCCCCCCC)C methyl caprate (decanoate)